Ethyl 6-((tert-butyldimethylsilyl)oxy)-1-methylenetetrahydro-1H-pyrrolizine-7a(5H)-carboxylate [Si](C)(C)(C(C)(C)C)OC1CN2CCC(C2(C1)C(=O)OCC)=C